N-[[2-(5-fluoro-2-pyridinyl)-3-methyl-1H-indol-5-yl]methyl]-4-methyl-pyrimidine-5-carboxamide FC=1C=CC(=NC1)C=1NC2=CC=C(C=C2C1C)CNC(=O)C=1C(=NC=NC1)C